(3S,5R)-5-(methoxymethyl)-1-(prop-2-enoyl)pyrrolidine COC[C@H]1CCCN1C(C=C)=O